[C@@H](C)(CC)NC=1N=C(C2=C(N1)C(=NC(=N2)Cl)NC)NC (R)-N2-sec-butyl-6-chloro-N4,N8-dimethyl-pyrimido[5,4-d]pyrimidine-2,4,8-triamine